ClC1=C(C=C2C=C(N=CC2=C1)NC(=O)[C@H]1[C@@H]([C@@H]1C=1C=NN(C1)C)CC)[C@@H]1C[C@H](C1)C#N (1S,2R,3S)-N-(7-chloro-6-(trans-3-cyanocyclobutyl)isoquinolin-3-yl)-2-ethyl-3-(1-methyl-1H-pyrazol-4-yl)cyclopropane-1-carboxamide